3-amino-6-bromo-5-trifluoromethyl-pyridine-2-carboxylic acid (3,3,3-trifluoro-2-hydroxy-2-methyl-propyl)-amide FC(C(CNC(=O)C1=NC(=C(C=C1N)C(F)(F)F)Br)(C)O)(F)F